ClC1=CC=C(C=C1)P(=O)(C1=CC=C(C=C1)Cl)C1=NC(=C(C2=CC=CC=C12)C1=CC=CC=C1)C(=O)OCC ethyl 1-(bis(4-chlorophenyl) phosphoryl)-4-phenylisoquinoline-3-carboxylate